FC1=C(C(=O)C2=CNC3=NC=C(C=C32)C=3C=CC(=NC3)C3(CC3)C(=O)N)C=CC=C1NS(=O)(=O)N1CCCC1 1-[5-[3-[2-fluoro-3-(pyrrolidin-1-ylsulfonylamino)benzoyl]-1H-pyrrolo[2,3-b]pyridin-5-yl]-2-pyridyl]cyclopropanecarboxamide